2-(2-amino-ethyl)-1'-(cis-4-isopropyl-cyclohexyl)-7-phenyl-1,2-dihydro-3H-spiro[isoquinoline-4,4'-piperidin]-3-one NCCN1CC2=CC(=CC=C2C2(CCN(CC2)[C@@H]2CC[C@@H](CC2)C(C)C)C1=O)C1=CC=CC=C1